methyl 5-fluoro-2-styrylbenzoate FC=1C=CC(=C(C(=O)OC)C1)C=CC1=CC=CC=C1